ClC=1C=C(C=CC1C(F)(F)F)NC(=O)C1C2CCC1C(C1=NC(NC=C12)=O)=NO N-(3-chloro-4-(trifluoromethyl)phenyl)-9-(oximino)-2-oxo-3,5,6,7,8,9-hexahydro-2H-5,8-methano-cyclohepta[d]pyrimidine-10-carboxamide